C(C)(C)(C)OC(CN1[C@H]2CN([C@@H](C1)C2)C2=NC=C(C=N2)Br)=O.CCS(=O)(=O)NC=2C=CC=1N(C2)C(=CN1)C1=CC=CC=C1 methyl-N-(3-phenylimidazo[1,2-a]pyridin-6-yl)methanesulfonamide tert-Butyl-2-((1R,4R)-5-(5-bromopyrimidin-2-yl)-2,5-diazabicyclo[2.2.1]hept-2-yl)acetate